C(C)C1C2C3C4C=CC(C3C(C1)C2)C4 9-ethyl-tetracyclo[6.2.1.13,6.02,7]dodeca-4-ene